3-(4,5-dimethyl-2-thiazolyl)-2,5-diphenyl-2H-tetrazolium bromide salt [Br-].CC=1N=C(SC1C)N1N([NH2+]C(=N1)C1=CC=CC=C1)C1=CC=CC=C1